2-(2,6-dioxopiperidin-3-yl)-4-fluoro-1-oxo-N-((R)-2,2,2-trifluoro-1-m-tolylethyl)isoindoline-5-carboxamide O=C1NC(CCC1N1C(C2=CC=C(C(=C2C1)F)C(=O)N[C@@H](C(F)(F)F)C=1C=C(C=CC1)C)=O)=O